2-(4-bromo-2-methoxy-phenyl)acetic acid methyl ester COC(CC1=C(C=C(C=C1)Br)OC)=O